ClC1=CC2=C(N(CCCC2NCCCCCC2=CC=NC=C2)C(=O)C2=C(C=C(C=C2)NC(C2=C(C=CC=C2)C)=O)C)C=C1 N-(4-(7-chloro-5-((5-(pyridin-4-yl)pentyl)amino)-2,3,4,5-tetrahydro-1H-benzo[b]azepine-1-carbonyl)-3-methylphenyl)-2-methylbenzamide